Imidazol-Acetic Acid N1C(=NC=C1)CC(=O)O